N-((1S)-(7-((((S)-tert-butylsulfinyl)amino)(cyclopropyl)methyl)imidazo[1,2-b]pyridazin-2-yl)(4,4-difluorocyclohexyl)methyl)-1-(3,3,3-trifluoropropyl)-1H-pyrazole-4-carboxamide C(C)(C)(C)[S@](=O)NC(C1=CC=2N(N=C1)C=C(N2)[C@@H](NC(=O)C=2C=NN(C2)CCC(F)(F)F)C2CCC(CC2)(F)F)C2CC2